methyl 5-chloro-2-(4-cyano-2-methoxyphenoxy)-4-methylnicotinate ClC=1C=NC(=C(C(=O)OC)C1C)OC1=C(C=C(C=C1)C#N)OC